Cl.Cl.NC1(CCN(CC1)C1=NC2=CC=C(C=C2C(=N1)NC1=NNC(=C1F)C1CC1)C#C)C1=CC=CC=C1 2-(4-amino-4-phenylpiperidin-1-yl)-N-(5-cyclopropyl-4-fluoro-1H-pyrazol-3-yl)-6-ethynylquinazolin-4-amine dihydrochloride